(R)-8-acryloyl-4-chloro-3-(2,3-difluorophenyl)-1-((S)-4-(dimethylamino)-2,2-dimethylpyrrolidin-1-yl)-6,6a,7,8,9,10-hexahydro-12H-pyrazino[2,1-c]pyrido[3,4-f][1,4]oxazepin-12-one C(C=C)(=O)N1C[C@@H]2COC3=C(C(N2CC1)=O)C(=NC(=C3Cl)C3=C(C(=CC=C3)F)F)N3C(C[C@@H](C3)N(C)C)(C)C